N-(3-(3-amino-4-(2,4-dioxo-1,2,3,4-tetrahydroquinazolin-7-yl)-1H-pyrazol-1-yl)phenyl)acrylamide NC1=NN(C=C1C1=CC=C2C(NC(NC2=C1)=O)=O)C=1C=C(C=CC1)NC(C=C)=O